dibenzofuran-4-yl-boric acid C1=CC=C(C=2OC3=C(C21)C=CC=C3)OB(O)O